C(C)(=O)C1=CC(=CN2C1=NC(=C(C2=O)C)OCC2=CC=CC=C2)C 9-acetyl-2-(benzyloxy)-3,7-dimethyl-4H-pyrido[1,2-a]pyrimidin-4-one